1-(methylamino)-6-(trifluoromethyl)-3H-pyridin CNN1CCCC=C1C(F)(F)F